8-((2-hydroxyethyl)(6-oxo-6-(undecyloxy)hexyl)amino)caprylic heptadecan-9-yl ester CCCCCCCCC(CCCCCCCC)OC(CCCCCCCN(CCCCCC(OCCCCCCCCCCC)=O)CCO)=O